C1(OC=CO1)=O 5-vinylene carbonate